FC(OC=1C=C(C2=C(C(=CC=C2C1)F)C#C)C1=C(C=2N=C(N=CC2C(=N1)N1C(CC1)C)SC)F)F 7-[3-(difluoromethoxy)-8-ethynyl-7-fluoronaphthalen-1-yl]-8-fluoro-2-(methylsulfanyl)pyrido[4,3-d]pyrimidin-5-yl-2-methylazetidine